2-((3S,5S)-1-(4-(trifluoromethyl)benzyl)-5-(4-(trifluoromethyl)phenyl)piperidin-3-yl)acetic acid FC(C1=CC=C(CN2C[C@@H](C[C@H](C2)C2=CC=C(C=C2)C(F)(F)F)CC(=O)O)C=C1)(F)F